[2H][C@@]1([C@@H]([C@H]([C@H]([C@H](O1)CO)O)O)O)C(=O)[C@@H]([C@H]([C@@H]([C@@H](CO)O)O)O)O β-D-Galactopyranosyl-D-glucose